(R)-5-(3-Aminopiperidin-1-yl)-N-(2-methoxy-4-(piperazin-1-yl)phenyl)pyrazolo[1,5-a]pyrimidine-3-carboxamide bistrifluoroacetate FC(C(=O)O)(F)F.FC(C(=O)O)(F)F.N[C@H]1CN(CCC1)C1=NC=2N(C=C1)N=CC2C(=O)NC2=C(C=C(C=C2)N2CCNCC2)OC